5-((5-fluoropyridin-2-yl)oxy)pyridin FC=1C=CC(=NC1)OC=1C=CC=NC1